C1(CCCCC1)N([C@@H](C(C)C)C(=O)O)C(=O)C=1C=CC2=C(B(OC2)O)C1C.CC(C)(C)S(=O)N=C(C)C=1C=2OC=3C4=C(CCC3C(C2C=CC1)=O)C=CC=C4 2-methyl-N-(1-(7-oxo-5,7-dihydro-6H-benzo[c]xanthen-11-yl)ethylidene)propane-2-sulfinamide cyclohexyl-(1-hydroxy-7-methyl-1,3-dihydrobenzo[c][1,2]oxaborole-6-carbonyl)-L-valinate